N-((3-fluorooxetan-3-yl)methyl)-5-(1-methyl-1H-benzo[d][1,2,3]triazol-6-yl)pyrrolo[2,1-f][1,2,4]triazin-2-amine FC1(COC1)CNC1=NN2C(C=N1)=C(C=C2)C=2C=CC1=C(N(N=N1)C)C2